3-(2-(((S)-2-aminopropanoyl)oxy)-2,2-diphenylacetoxy)spiro[bicyclo[3.2.1]octane-8,1'-pyrrolidin]-1'-ium chloride HCl salt Cl.[Cl-].N[C@H](C(=O)OC(C(=O)OC1CC2CCC(C1)[N+]21CCCC1)(C1=CC=CC=C1)C1=CC=CC=C1)C